ClC=1C=C(C=CC1F)NC1=NC=NC2=CC(=C(C=C12)O[C@@H]1CC[C@@H](CC1)N(C)C(=O)C1CCOCC1)OC 4-[(3-chloro-4-fluorophenyl)amino]-6-(cis-4-{N-[(tetrahydropyran-4-yl)carbonyl]-N-methyl-amino}-cyclohexan-1-yloxy)-7-methoxy-quinazoline